C(C1=CC=CC=C1)OC(=O)N1C(CC(CC1)OCC1CC1)C1=CC(=C(C(=O)O)C=C1)Cl 4-(1-[(benzyloxy)carbonyl]-4-(cyclopropylmethoxy)piperidin-2-yl)-2-chlorobenzoic acid